O[C@H]1C[C@H](CCC1)NC(OC(C)(C)C)=O tert-butyl ((1S,3R)-3-hydroxycyclohexyl)carbamate